Chloro-amine ClN